3-(6-bromo-5-(((1-(1-isopropyl-6-((2-(4-methoxypiperidin-1-yl)pyrimidin-4-yl)amino)-1H-Pyrazolo[4,3-c]pyridin-3-yl)piperidin-4-yl)(methyl)amino)methyl)-1-oxoisoindoline-2-yl)piperidine BrC1=C(C=C2CN(C(C2=C1)=O)C1CNCCC1)CN(C)C1CCN(CC1)C1=NN(C2=C1C=NC(=C2)NC2=NC(=NC=C2)N2CCC(CC2)OC)C(C)C